8-Azido-adenosine-5'-diphosphate P(O)(=O)(OP(=O)(O)O)OC[C@@H]1[C@H]([C@H]([C@@H](O1)N1C(=NC=2C(N)=NC=NC12)N=[N+]=[N-])O)O